[I-].C(C)(C)(C)[N+](C(C)(C)C)(C(C)(C)C)C(C)(C)C tetrat-butylammonium iodide